O=C1N(C(C2=CC=CC=C12)=O)CCN1C=C(C(C2=CC=CC=C12)=O)C=O [2-(1,3-dioxo-2,3-dihydro-1H-isoindol-2-yl)ethyl]-4-oxo-1,4-dihydroquinoline-3-carbaldehyde